OC1=C(C(=CC(=C1C(=O)NC1=CC=C(C=C1)C(F)(F)F)CCCCC)O)C1=CC(=CC=C1)C 2,6-dihydroxy-3'-methyl-4-pentyl-N-(4-(trifluoromethyl)phenyl)-[1,1'-biphenyl]-3-carboxamide